2-methyl-2-((11-(triethoxysilyl)undecyloxy)carbonylamino)propan CC(C)(C)NC(=O)OCCCCCCCCCCC[Si](OCC)(OCC)OCC